Methyl 3-((3,5-difluoro-3'-(methoxy-d3)-[1,1'-biphenyl]-4-yl)carbamoyl)thiophene-2-carboxylate FC=1C=C(C=C(C1NC(=O)C1=C(SC=C1)C(=O)OC)F)C1=CC(=CC=C1)OC([2H])([2H])[2H]